methyl 2-(3-((6-(((S)-1-(3-(tert-butyl)phenyl)ethyl)carbamoyl)-1,2-dimethyl-1H-indol-3-yl)methyl) phenoxy)butanoate C(C)(C)(C)C=1C=C(C=CC1)[C@H](C)NC(=O)C1=CC=C2C(=C(N(C2=C1)C)C)CC=1C=C(OC(C(=O)OC)CC)C=CC1